7-((5-chloro-2-((2-methyl-1,2,3,4-tetrahydroisoquinolin-7-yl)amino)pyrimidin-4-yl)amino)isoindolin-1-one ClC=1C(=NC(=NC1)NC1=CC=C2CCN(CC2=C1)C)NC=1C=CC=C2CNC(C12)=O